(R)-1-(2-(4-chlorophenyl)propan-2-yl)-3-(ethoxymethyl)-3-(4-(methylsulfonyl)phenethyl)pyrrolidine ClC1=CC=C(C=C1)C(C)(C)N1C[C@](CC1)(CCC1=CC=C(C=C1)S(=O)(=O)C)COCC